N[C@H](CNC(C(C(=O)NCC1=CC(=CC(=C1)OC)F)O)CC)CC(C)C (2S)-2-amino-N-(1-((3-fluoro-5-methoxybenzyl)amino)-2-hydroxy-1-oxopent-3-yl)-4-methylpentanamine